N-[(2S,3R,4S)-2-[(2,3'-difluoro[1,1'-biphenyl]-3-yl)methyl]-4-fluoro-1-(2-hydroxy-2-methylpropanoyl)pyrrolidin-3-yl]ethanesulfonamide FC1=C(C=CC=C1C[C@@H]1N(C[C@@H]([C@@H]1NS(=O)(=O)CC)F)C(C(C)(C)O)=O)C1=CC(=CC=C1)F